N-[2-hydroxy-2-(4-methyl-3-pyridyl)ethyl]-N-(oxetan-3-ylmethyl)-2-[6-(trifluoromethyl)-3-pyridyl]acetamide OC(CN(C(CC=1C=NC(=CC1)C(F)(F)F)=O)CC1COC1)C=1C=NC=CC1C